COC1=CC=C(C=C1)CNC=1C=CC(=NC1C)C1=C(C(=NO1)C)C(=O)OC methyl 5-(5-{[(4-methoxyphenyl)methyl]amino}-6-methylpyridin-2-yl)-3-methyl-1,2-oxazole-4-carboxylate